γ-hydroxypropylamine OCCCN